methyl-vanillyl-nonenamide tert-butyl-(1-(2-(3,4-dichloro-5-methyl-1H-pyrrole-2-carboxamido)-5-(5-oxo-4,5-dihydro-1,2,4-oxadiazol-3-yl)phenyl)piperidin-3-yl)carbamate C(C)(C)(C)N(C(O)=O)C1CN(CCC1)C1=C(C=CC(=C1)C1=NOC(N1)=O)NC(=O)C=1NC(=C(C1Cl)Cl)C.CC(=C(C(=O)N)CC1=CC(OC)=C(O)C=C1)CCCCCC